BrC1=NN=C(C=2CCCCC12)Br 1,4-dibromo-5,6,7,8-tetrahydrophthalazine